FC=1C=CC=2C(C3=C(NC2N1)CC(CC3=O)(C)C)(C3=CC(=CC=C3)C=C)C fluoro-5,8,8-trimethyl-5-(3-vinylphenyl)-5,8,9,10-tetrahydrobenzo[b][1,8]naphthyridin-6(7H)-one